3-(3,4-difluorophenyl)-3-oxo-propionic acid ethyl ester C(C)OC(CC(=O)C1=CC(=C(C=C1)F)F)=O